CCCCCCCCCCCCCCCCCCCCCCCCCCCCCCCC dotriacontan